C(C)N(C1=CC=CC=C1)CC1=CC(=CC=C1)S(=O)(=O)O N-ethyl-N-(3'-sulfobenzyl)aniline